N=1N(N=CC1)C(C)(C)C1=NN(C(=C1)C1(NC=C(C(=N1)NC(C([2H])([2H])[2H])([2H])[2H])C(F)(F)F)N)C1CC1 2-(3-(2-(2H-1,2,3-triazol-2-yl)propan-2-yl)-1-cyclopropyl-1H-pyrazol-5-yl)-N4-(ethyl-d5)-5-(trifluoromethyl)pyrimidine-2,4-diamine